ClC1=C(C(=CC=C1OC1=C(C=CC(=C1)OC)F)N)N 3-chloro-4-(2-fluoro-5-methoxyphenoxy)benzene-1,2-diamine